(6R,8aS)-6-[8-Amino-5-chloro-1-(4-{(1R)-1-[3-(difluoromethyl)phenyl]-1-hydroxyethyl}-phenyl)imidazo[1,5-a]pyrazin-3-yl]hexahydroindolizin-3(2H)-on NC=1C=2N(C(=CN1)Cl)C(=NC2C2=CC=C(C=C2)[C@@](C)(O)C2=CC(=CC=C2)C(F)F)[C@H]2CN1C(CC[C@@H]1CC2)=O